C(C)(C)(C)OC(NC=1SC=2C(=NC=C(N2)C2=COC(=C2)C=O)N1)=O.C(C1=CC=CC=C1)C1=CC(=C(S1)NC(C1=CC(=C(C=C1)OC)COC1=C(C=CC=C1Cl)Cl)=O)C(=O)N 5-benzyl-2-{3-[(2,6-dichlorophenoxy)methyl]-4-methoxybenzamido}thiophene-3-carboxamide tert-butyl-N-[6-(5-formyl-3-furyl)thiazolo[4,5-b]pyrazin-2-yl]carbamate